BrC=1C2=C(C=NC1)C(CC2)=O 4-bromo-5,6-dihydrocyclopenta[c]pyridin-7-one